C(C)(C)(C)OC(=O)N1CC(C1)N1N=NC2=C1C(=C1C(=C2)CC(C1)C(=O)O)F 1-(1-tert-butoxycarbonylazetidin-3-yl)-8-fluoro-6,7-dihydro-5H-cyclopenta[f]benzotriazole-6-carboxylic acid